((1-(4-(3-(3-(tert-butyl)-1H-pyrazol-5-yl)ureido)phenyl)-1H-benzo[d]imidazol-5-yl)oxy)-N-(2-(2,6-dioxopiperidin-3-yl)-1-oxoisoindol-4-yl)pentanamide C(C)(C)(C)C1=NNC(=C1)NC(NC1=CC=C(C=C1)N1C=NC2=C1C=CC(=C2)OC(C(=O)NC2=C1CN(C(C1=CC=C2)=O)C2C(NC(CC2)=O)=O)CCC)=O